6-(2-methylbenzoyl)-9-(2',3',5'-tri-O-acetyl-beta-D-ribofuranosyl)purine CC1=C(C(=O)C2=C3N=CN(C3=NC=N2)[C@H]2[C@H](OC(C)=O)[C@H](OC(C)=O)[C@H](O2)COC(C)=O)C=CC=C1